4-nitro-2-methyl-benzoic acid [N+](=O)([O-])C1=CC(=C(C(=O)O)C=C1)C